C1(CC1)C1=NN(C=N1)C1CC2(CN(C2)C(=O)N2CC3(C2)CC(C3)CC3=NC=C(C=C3)F)C1 [6-(3-cyclopropyl-1,2,4-triazol-1-yl)-2-azaspiro[3.3]heptan-2-yl]-[6-[(5-fluoro-2-pyridinyl)methyl]-2-azaspiro[3.3]heptan-2-yl]methanone